BrCC(CCN1C(C2=CC=CC=C2C1=O)=O)=O 2-(4-bromo-3-oxobutyl)-1H-isoindole-1,3(2H)-dione